acetone diallyl acetal C(C=C)OC(C)(C)OCC=C